C(C)C1=C(C=CC=C1)NC(=O)C1CC(CCC1C(C)C)C N-(2-ethylphenyl)-p-menthanecarboxamide